(S)-11-chloro-8-hydroxy-3-(1-oxoisoindolin-2-yl)-10-(trifluoromethyl)-3,4-dihydro-[1,4]thiazepino[2,3,4-ij]quinazolin-6(2H)-one ClC1=C(C=C2C(=NC(N3C2=C1SC[C@H](C3)N3C(C1=CC=CC=C1C3)=O)=O)O)C(F)(F)F